N1N=NC=2N=C(N=CC21)C=2C=CC(=C(C(=O)NC1=CC=C(C=C1)OC1=CC=C(C=C1)C#N)C2)F 5-(1H-[1,2,3]Triazolo[4,5-d]pyrimidin-5-yl)-N-(4-(4-cyanophenoxy)phenyl)-2-fluorobenzamide